2-bromo-1-(bromomethyl)-3-methyl-benzene BrC1=C(C=CC=C1C)CBr